BrC=1C(=C(C(=CC1)NCC[C@H](CO[Si](C)(C)C(C)(C)C)O[Si](C1=CC=CC=C1)(C1=CC=CC=C1)C(C)(C)C)N)C 4-bromo-N1-[(3R)-4-{[tert-butyl(dimethyl)silyl]oxy}-3-{[tert-butyl(diphenyl)silyl]oxy}butyl]-3-methylbenzene-1,2-diamine